CN(CCCC1=C2C(C(=O)NC2=O)=CC=C1)C 3-(dimethylamino)propyl-phthalimide